2-(3-Ethynyl-2-fluorophenyl)-5-methoxy-N-(3-(5-(morpholinomethyl)-1H-benzo[d]imidazol-2-yl)-1H-pyrazol-4-yl)pyrimidin-4-amine C(#C)C=1C(=C(C=CC1)C1=NC=C(C(=N1)NC=1C(=NNC1)C1=NC2=C(N1)C=CC(=C2)CN2CCOCC2)OC)F